OCCCCCCCCCCCCOC1=CC=C(C=C1)C(C=CC1=CC=CC=C1)=O 1-[4-(12-Hydroxydodecoxy)phenyl]-3-phenylprop-2-en-1-one